4-((6-(azetidin-1-yl)-[1,2,4]triazolo[1,5-a]pyridin-2-yl)amino)-6-(cyclopropanecarboxamido)-N-methylpyridazine-3-carboxamide N1(CCC1)C=1C=CC=2N(C1)N=C(N2)NC2=C(N=NC(=C2)NC(=O)C2CC2)C(=O)NC